(S)-3-fluoro-N6-(5-methylthiazol-2-yl)-4-(morpholinomethyl)-N2-(piperidin-3-yl)pyridin-2,6-diamine FC=1C(=NC(=CC1CN1CCOCC1)NC=1SC(=CN1)C)N[C@@H]1CNCCC1